2'-Chloro-5'-methoxy-N-(5-(2-methoxy-6-(trifluoro-methoxy)nicotinoyl)-5,6-dihydro-4H-pyrrolo[3,4-d]thiazol-2-yl)-6-methyl-[4,4'-bipyridine]-3-carboxamide ClC1=NC=C(C(=C1)C1=C(C=NC(=C1)C)C(=O)NC=1SC2=C(N1)CN(C2)C(C2=C(N=C(C=C2)OC(F)(F)F)OC)=O)OC